4-(4-methoxybenzyloxy)-6-(propylamino)pyrazolo[1,5-a]Pyridine-3-carbonitrile COC1=CC=C(COC=2C=3N(C=C(C2)NCCC)N=CC3C#N)C=C1